4-chloro-3-[[(3-nitrophenyl)amino]sulfonyl]-benzoic acid ClC1=C(C=C(C(=O)O)C=C1)S(=O)(=O)NC1=CC(=CC=C1)[N+](=O)[O-]